C1(CCC1)C=1C(=NN(C1NC(C[C@H]1C(C(C1)(F)F)(F)F)=O)C)C1=CN=C(S1)C1=CC=CC=C1 (R)-N-(4-cyclobutyl-1-methyl-3-(2-phenylthiazol-5-yl)-1H-pyrazol-5-yl)-2-(2,2,3,3-tetrafluorocyclobutyl)acetamide